1-Heptenyl-3-ethylimidazole hexafluorophosphate F[P-](F)(F)(F)(F)F.C(=CCCCCC)N1CN(C=C1)CC